(9S)-7-[4-(2-azaspiro[4.5]decan-8-yl)-3-fluoro-phenyl]-4,5,9,13-tetramethyl-3-thia-1,8,11,12-tetrazatricyclo[8.3.0.02,6]trideca-2(6),4,7,10,12-pentaene C1NCCC12CCC(CC2)C2=C(C=C(C=C2)C=2C=1C(=C(SC1N1C(=NN=C1[C@@H](N2)C)C)C)C)F